tert-Butyl 4-(7-bromo-6-chloro-8-fluoro-2-(trifluoromethyl)quinazolin-4-yl)piperazine-1-carboxylate BrC1=C(C=C2C(=NC(=NC2=C1F)C(F)(F)F)N1CCN(CC1)C(=O)OC(C)(C)C)Cl